[Cl-].C(C(C)C)C(C1=CC=CC=C1)[N+](C)(C)CCOCCOC1=CC=CC=C1 isobutylphenoxyethoxyethyldimethyl-benzylammonium chloride